ClC1=C(C(=O)NC2CC(C2)NC(=O)C2(CCNCC2)O)C=CC(=C1)NC(=O)C=1N(C(=CN1)C1=C(C(=C(C=C1)OC)F)F)C N-[3-[[2-chloro-4-[[5-(2,3-difluoro-4-methoxyphenyl)-1-methylimidazole-2-carbonyl]amino]benzoyl]amino]cyclobutyl]-4-hydroxy-piperidine-4-carboxamide